N-2-ethylhexyl-N'-phenyl-p-phenylenediamine CCNC1=CC=C(C=C1)N(C1=CC=CC=C1)CCCCCC